FC1(CN(CC1)C1=NC=CC(=C1NC(C1=CN=C(C=C1)N1[C@H](CCC1)C)=O)C1=CC=NN1)F (S)-N-(2-(3,3-difluoropyrrolidin-1-yl)-4-(1H-pyrazol-5-yl)pyridin-3-yl)-6-(2-methylpyrrolidin-1-yl)nicotinamide